N,N-diethyl-propargylamine sulfate S(=O)(=O)(O)O.C(C)N(CC)CC#C